CO[13C]1=[13CH][13C](=NC=N1)O[C@@H]1C[C@@H](N(C1)C(=O)OC(C)(C)C)C tert-butyl (2S,4R)-4-((6-methoxypyrimidin-4-yl-4,5,6-13C3)oxy)-2-methylpyrrolidine-1-carboxylate